3-fluoro-4-((2S)-2-((tetrahydro-2H-pyran-2-yl)oxy)propoxy)benzonitrile FC=1C=C(C#N)C=CC1OC[C@H](C)OC1OCCCC1